C(C)OC(=O)C=1NC2=CC(=CC(=C2C1)NC1=CC=C(C=C1)OC(F)(F)F)NC(C)=O 4-((4-trifluoromethoxyphenyl)amino)-6-acetylamino-1H-indole-2-carboxylic acid ethyl ester